ClC1=CC=C(OC2=CC(=C(C=C2)C2N(C(C=3NN=C(C32)C3=CC=CC=2NC(OC23)=O)=O)CC(C)(F)F)F)C=C1 (-)-7-{4-[4-(4-Chlorophenoxy)-2-fluorophenyl]-5-(2,2-difluoropropyl)-6-oxo-1,4,5,6-tetrahydropyrrolo[3,4-c]pyrazol-3-yl}-1,3-benzoxazol-2(3H)-one